ClC1=C(C=CC=C1Cl)C=1N(C2=NC(=NC=C2N1)N1CCC2(CC1)[C@@H](C1=CC=CC=C1C2)N)C(C)C (S)-1'-(8-(2,3-dichlorophenyl)-9-isopropyl-9H-purin-2-yl)-1,3-dihydrospiro[indene-2,4'-piperidin]-1-amine